1-methyl-cyclododecane CC1CCCCCCCCCCC1